C(C)(=O)C=1C(NC(NC1C)=O)C1=C(C=C(C=C1)F)F 5-acetyl-6-methyl-4-(2',4'-difluorophenyl)-3,4-dihydropyrimidin-2-one